1-(4-methoxybenzyl)-3-(5-nitrothiazol-2-yl)urea COC1=CC=C(CNC(=O)NC=2SC(=CN2)[N+](=O)[O-])C=C1